(S)-N-((R)-1-(4-bromothiophen-2-yl)-2-methylpropyl)-2-methylpropane-2-sulfinamide BrC=1C=C(SC1)[C@@H](C(C)C)N[S@@](=O)C(C)(C)C